2-[4-(N,N-dimethylamino)phenyl]-8-fluoro-4-methyl-1H,2H,3H-pyrrolo[3,4-c]quinoline-1,3-dione CN(C)C1=CC=C(C=C1)N1C(C=2C(=NC=3C=CC(=CC3C2C1=O)F)C)=O